1-(4-bromo-3-chlorophenyl)-1H-pyrrole-2,5-dione BrC1=C(C=C(C=C1)N1C(C=CC1=O)=O)Cl